tert-butyl 1-((4-chlorophenoxy)methyl)-4-(hydroxymethyl)-7-azabicyclo-[2.2.1]heptane-7-carboxylate ClC1=CC=C(OCC23CCC(CC2)(N3C(=O)OC(C)(C)C)CO)C=C1